ClC1=NN2C(N=CC3=C2C(CC3C(=O)NC=3C=C(C(=NC3)C(=O)O)C(F)F)(C)C)=C1 5-(2-chloro-8,8-dimethyl-7,8-dihydro-6H-cyclopenta[e]pyrazolo[1,5-a]pyrimidine-6-carboxamido)-3-(difluoromethyl)picolinic acid